NC1=NC(=NN2C1=NC=C2CC=2C=NC(=CC2)OCCNC)O[C@H](CCO)CCC |o1:23| (S or R)-3-((4-amino-7-((6-(2-(methylamino)ethoxy)pyridin-3-yl)methyl)imidazo[2,1-f][1,2,4]triazin-2-yl)oxy)hexan-1-ol